2-{5,8-dioxo-2-[oxolan-3-yl]-6-(prop-2-yl)-5,6,7,8-tetrahydro-4H-pyrazolo[1,5-a]pyrrolo[3,4-d]pyrimidin-4-yl}-N-(5-fluoropyridin-2-yl)acetamide O=C1N(CC2=C1N(C=1N(C2=O)N=C(C1)C1COCC1)CC(=O)NC1=NC=C(C=C1)F)C(C)C